[6-(5-cyclopropyl-4H-1,2,4-triazol-3-yl)-2-azaspiro[3.3]heptan-2-yl]-[6-[[6-(trifluoromethyl)-3-pyridyl]methyl]-2-azaspiro[3.4]octan-2-yl]methanone C1(CC1)C=1NC(=NN1)C1CC2(CN(C2)C(=O)N2CC3(C2)CC(CC3)CC=3C=NC(=CC3)C(F)(F)F)C1